6-(3-Hydroxyphenyl)-5-(4-(4-isopropylpiperazin-1-yl)phenyl)-7,8-dihydronaphthalen-2-ol OC=1C=C(C=CC1)C1=C(C=2C=CC(=CC2CC1)O)C1=CC=C(C=C1)N1CCN(CC1)C(C)C